(E)-N-(4-((4-([1,2,4]Triazolo[1,5-a]pyridin-7-yloxy)-2-methoxy-5-methylphenyl)amino)-7-methoxyquinazolin-6-yl)-4-bromobut-2-enamide N=1C=NN2C1C=C(C=C2)OC2=CC(=C(C=C2C)NC2=NC=NC1=CC(=C(C=C21)NC(\C=C\CBr)=O)OC)OC